C(C)(C)(C)OC(CCN1CCN(CC1)C=1C=C2C(N(C(C2=CC1)=O)C1C(NC(CC1)=O)=O)=O)=O.O=C1NC(CCC1N1C(C2=CC=C(C=C2C1=O)N1CCN(CC1)CCC(=O)O)=O)=O 3-{4-[2-(2,6-dioxopiperidin-3-yl)-1,3-dioxoisoindol-5-yl]piperazin-1-yl}propanoic acid Tert-butyl-3-{4-[2-(2,6-dioxopiperidin-3-yl)-1,3-dioxoisoindol-5-yl]piperazin-1-yl}propanoate